1-[2-[3-methyl-1-(2,2,2-trifluoroethyl)pyrazol-4-yl]-6-[6-(6-morpholin-4-ylpyridazin-3-yl)oxypyrazolo[1,5-a]pyridin-3-yl]pyridin-3-yl]ethanol CC1=NN(C=C1C1=NC(=CC=C1C(C)O)C=1C=NN2C1C=CC(=C2)OC=2N=NC(=CC2)N2CCOCC2)CC(F)(F)F